NC1=NC=NN2C1=C(C=C2C=O)C=2C=NC1=CC=CC=C1C2 4-amino-5-(quinolin-3-yl)pyrrolo[2,1-f][1,2,4]triazine-7-carbaldehyde